benzamide trifluoroacetate salt FC(C(=O)O)(F)F.C(C1=CC=CC=C1)(=O)N